{2-(3,8-diazabicyclo[3.2.1]oct-3-yl)-5-pyrimidinyl}[p-(4-morpholino-1H-1,5,7-triazainden-2-yl)phenyl]methanol C12CN(CC(CC1)N2)C2=NC=C(C=N2)C(O)C2=CC=C(C=C2)C=2NC1=NC=NC(=C1C2)N2CCOCC2